O=C1N([C@@H]2CC[C@H](N1C2)C(=O)NNC(=O)C=2C=NC=CC2)OS(=O)(=O)O.[Na] Sodium (2S,5R)-7-oxo-N'-(pyridine-3-ylcarbonyl)-6-(sulfooxy)-1,6-diazabicyclo[3.2.1]octane-2-carbohydrazide